COC(C1COC2(OC1)CCNCC2)OC 3-(dimethoxymethyl)-1,5-dioxa-9-azaspiro[5.5]undecane